N-((7-(1-(4-Chlorobenzyl)piperidin-3-yl)-2-methylpyrazolo[1,5-a]pyrimidin-3-yl)methyl)ethanamine ClC1=CC=C(CN2CC(CCC2)C2=CC=NC=3N2N=C(C3CNCC)C)C=C1